CC1=C(OC=2CCC3=CN(N=C3C21)CC2=NC(=CC=C2)C)C(=O)O 8-Methyl-2-[(6-methylpyridin-2-yl)methyl]-4,5-dihydro-2H-furo[2,3-g]indazole-7-carboxylic acid